FC1(CN(C1)S(=O)(=O)C1=CC=C(C(=O)O)C=C1)F 4-((3,3-Difluoroazetidin-1-yl)sulfonyl)benzoic acid